2-carbamoyl-4-((2S,3S,4S,5R)-3-(2-(difluoromethoxy)-3,4-difluorophenyl)-4,5-dimethyl-5-(trifluoromethyl)tetrahydrofuran-2-carboxamido)pyridine 1-oxide C(N)(=O)C1=[N+](C=CC(=C1)NC(=O)[C@H]1O[C@]([C@H]([C@H]1C1=C(C(=C(C=C1)F)F)OC(F)F)C)(C(F)(F)F)C)[O-]